C(C)(C)OC(=O)C=1C=CN2C=C(C=C2C1)Br 2-bromoindolizine-7-carboxylic acid isopropyl ester